OC12CCC(CC1)(C2)NC2=NC(=NC=C2C2(CC2)C(=O)OCC)SC ethyl 1-(4-((4-hydroxybicyclo[2.2.1]heptan-1-yl)amino)-2-(methylthio)pyrimidin-5-yl)cyclopropane-1-carboxylate